C(C)(=O)O[C@H]1C[C@@H]2C3=CC=CC(=C3C(N[C@H]2[C@@H]([C@@H]1OC(C)=O)OC(C)=O)=O)O (2S,3R,4S,4aR,10bR)-7-Hydroxy-6-oxo-1,2,3,4,4a,5,6,10b-octahydrophenanthridine-2,3,4-triyl triacetate